FC1=C(C(=C2C=NN(C2=C1)C1OCCCC1)C1=CC=C2C=NC(=NC2=C1)OC[C@@H]1OCCC1)C 7-[6-fluoro-5-methyl-1-(oxan-2-yl)-1H-indazol-4-yl]-2-{[(2R)-oxolan-2-yl]methoxy}Quinazoline